COC=1C=C(C(=O)N2CC(C2)NC2CC=CCC2)C=CN1 4-((1-(2-methoxyisonicotinoyl)azetidin-3-yl)amino)cyclohex-1-en